CC1(CC=C(CC1)CCC1OCC(CO1)(CO)CO)C (2-(2-(4,4-dimethylcyclohex-1-en-1-yl)ethyl)-1,3-dioxan-5,5-diyl)dimethanol